C(C)(=O)OCCCCCC\C=C\C=CC(CCC)C (7E)-11-methyl-7,9-tetradecadienyl acetate